(S)-1-chloro-3-(2-chloro-4-(2-(3-chloro-4-((S)-2-hydroxy-3-(ethylsulfonyl)propoxy)phenyl)propan-2-yl)phenoxy)propan-2-ol ClC[C@H](COC1=C(C=C(C=C1)C(C)(C)C1=CC(=C(C=C1)OC[C@@H](CS(=O)(=O)CC)O)Cl)Cl)O